C(C)NC(=O)C1=CC(=C(C=C1)N(C(OC(C)(C)C)=O)CC#C)OC tert-butyl (4-(ethylcarbamoyl)-2-methoxyphenyl)(prop-2-yn-1-yl)carbamate